(S)-(3,4-difluorophenyl) ethylene oxide FC=1C=C(C=CC1F)[C@H]1CO1